ClC=1C(=CC(=NC1)OC)C1=CC(=NN1)C(=O)N1CCC(CC1)C(=O)NC1C(COC2=CC=CC=C12)OC 1-(5-(5-chloro-2-methoxypyridin-4-yl)-1H-pyrazole-3-carbonyl)-N-(3-methoxy-chroman-4-yl)piperidine-4-carboxamide